1-(6-{3-Chloro-2-[(hydroxyimino)methyl]phenyl}-3-(3,5-difluorophenyl)chinolin-4-yl)piperidin-4-amin ClC=1C(=C(C=CC1)C=1C=C2C(=C(C=NC2=CC1)C1=CC(=CC(=C1)F)F)N1CCC(CC1)N)C=NO